tert-Butyl N-[4-(methylcarbamoyl)phenyl]carbamate CNC(=O)C1=CC=C(C=C1)NC(OC(C)(C)C)=O